Cyclopropyl (2,6-dichloropyridin-4-yl) ketone ClC1=NC(=CC(=C1)C(=O)C1CC1)Cl